2-(2-(3-fluorophenyl)-2,2-difluoroacetyl)-N-(4-fluoro-3-oxo-1-(2-oxopyrrolidin-3-yl)butan-2-yl)octahydrocyclopenta[c]pyrrole-1-carboxamide FC=1C=C(C=CC1)C(C(=O)N1C(C2C(C1)CCC2)C(=O)NC(CC2C(NCC2)=O)C(CF)=O)(F)F